CC1NC(C2=CC=CC=C12)=O 3-methyl-isoindolin-1-one